C1(CCCCC1)PC1CCCCC1 di-cyclohexylphosphine